N,N-bis(acrylamido)cystamine C(C=C)(=O)NN(CCSSCCN)NC(C=C)=O